C(=C)C1=CC=C(OC2=C(C=C(C=C2C)C(C)(C)C2=CC=C(C=C2)C(C)(C)C2=CC(=C(C(=C2)C)OC2=CC=C(C=C2)C=C)C)C)C=C1 1,4-bis(2-(4-(4-vinyl-phenoxy)-3,5-dimethylphenyl)propane-2-yl)benzene